C(\C=C\C(=O)O)(=O)O.C(C1=CC=CC=C1)(=O)N benzamide hydrogen fumarate